FC1=C(C(=C(C=C1F)F)F)C1=CC=C(C=C1)F 2,3,4',5,6-pentafluoro-[1,1'-biphenyl]